C1C(=C(N2[C@H](S1)[C@@H](C2=O)NC(=O)CCC[C@H](C(=O)[O-])[NH3+])C(=O)[O-])CO The molecule is a cephalosporin carboxylic acid anion that is the conjugate base of deacetylcephalosporin C, arising from deprotonation of both carboxy groups and protonation of the amino group; major species at pH 7.3. It is a conjugate base of a deacetylcephalosporin C.